NC1=C2N=CN(C2=NC=N1)CC=1OC2=CC=C(C=C2C(C1C1=CC(=CC=C1)F)=O)F 2-((6-amino-9H-purin-9-yl)methyl)-6-fluoro-3-(3-fluorophenyl)-4H-chromen-4-one